(1S,3aS,6aR)-2-((S)-2-acetamido-2-phenylacetyl)-N-((R,Z)-4-fluoro-4-(methylsulfonyl)-1-((S)-2-oxopyrrolidin-3-yl)but-3-en-2-yl)octahydrocyclopenta[c]pyrrole-1-carboxamide C(C)(=O)N[C@H](C(=O)N1[C@@H]([C@H]2[C@@H](C1)CCC2)C(=O)N[C@H](C[C@H]2C(NCC2)=O)\C=C(/S(=O)(=O)C)\F)C2=CC=CC=C2